(1aS,5aS)-2-(5-o-Tolyl-pyridin-2-yl)-1a,2,5,5a-tetrahydro-1H-2,3-diaza-cyclopropa[a]pentalene-4-carboxylic acid (2-hydroxy-1,1-dimethyl-ethyl)-amide OCC(C)(C)NC(=O)C=1C=2C[C@H]3[C@@H](C2N(N1)C1=NC=C(C=C1)C1=C(C=CC=C1)C)C3